2-chloromethylbenzyl-triphenyl-phosphorus chloride ClCC1=C(CP(C2=CC=CC=C2)(C2=CC=CC=C2)(C2=CC=CC=C2)Cl)C=CC=C1